C(CCCCC)[Si](CCCCCC)CCCCCC trihexylsilicon